FC1=C(C=CC=C1)NC(=O)C1(C(N(CC1)C)=O)[Se]C1=CC=CC=C1 N-(2-fluorophenyl)-1-methyl-2-oxo-3-(phenylseleno)pyrrolidine-3-carboxamide